N-(1-(2-(6-(Trifluoromethyl)benzo[b]thiophene-2-carbonyl)-2,8-diazaspiro[4.5]decane-8-carbonyl)-1H-pyrazol-3-yl)acetamide FC(C=1C=CC2=C(SC(=C2)C(=O)N2CC3(CC2)CCN(CC3)C(=O)N3N=C(C=C3)NC(C)=O)C1)(F)F